3-(Octadecyloxy)propan-1-ol (2S)-2-(tert-butoxycarbonylamino)propyl-methanesulfonate C(C)(C)(C)OC(=O)N[C@H](CCS(=O)(=O)OCCCOCCCCCCCCCCCCCCCCCC)C